4-((E)-2-Cyclobutyl-1-(3-fluoro-1H-indazol-5-yl)-2-phenylvinyl)phenyl-N-(2,2,2-trifluoroethyl)acrylamide C1(CCC1)\C(=C(/C=1C=C2C(=NNC2=CC1)F)\C1=CC=C(C=C1)C(C(=O)NCC(F)(F)F)=C)\C1=CC=CC=C1